5-{7,7-difluoro-2-azaspiro[3.5]nonan-2-yl}-2-{[6-({[(3-fluorocyclobutyl)methyl]amino}methyl)imidazo[1,2-a]pyridin-2-yl]methyl}-1,2-dihydro-2,7-naphthyridin-1-one FC1(CCC2(CN(C2)C2=C3C=CN(C(C3=CN=C2)=O)CC=2N=C3N(C=C(C=C3)CNCC3CC(C3)F)C2)CC1)F